4-(2-phenyl-1,2,3,4-tetrahydroisoquinolin-1-yl)piperidine-1-carboxylic acid tert-butyl ester C(C)(C)(C)OC(=O)N1CCC(CC1)C1N(CCC2=CC=CC=C12)C1=CC=CC=C1